C(CCC)OC(C#N)OCCCC 2,2-dibutoxyacetonitrile